(R)-4-(3-(3-aminopiperidine-1-carbonyl)-1-(3-chlorophenyl)-1H-pyrazol-5-yl)benzonitrile N[C@H]1CN(CCC1)C(=O)C1=NN(C(=C1)C1=CC=C(C#N)C=C1)C1=CC(=CC=C1)Cl